CC1C(C(CN1C(=O)OCC1=CC=CC=C1)C(=O)OC)=O O1-benzyl O3-methyl 5-methyl-4-oxo-pyrrolidine-1,3-dicarboxylate